C(#N)NS(=O)(=NC(NC1=C2CCCC2=C(C=2CCCC12)F)=O)C=1C=NN2C1OC[C@H](C2)N2CC(C2)OC (6S)-N-cyano-N'-((8-fluoro-1,2,3,5,6,7-hexahydro-s-indacen-4-yl)carbamoyl)-6-(3-methoxyazetidin-1-yl)-6,7-dihydro-5H-pyrazolo[5,1-b][1,3]oxazine-3-sulfonimidamide